1-[1-(2-fluoroacryloyl)azetidin-3-yl]-7-{[(3R)-3-hydroxytetrahydro-1H-pyrrol-1-yl]carbonyl}-3-[4-(trifluoromethyl)phenyl]-2,3-dihydro-1H-imidazo[4,5-b]pyridin-2-one FC(C(=O)N1CC(C1)N1C(N(C2=NC=CC(=C21)C(=O)N2C[C@@H](CC2)O)C2=CC=C(C=C2)C(F)(F)F)=O)=C